BrC=1C=C2CC(N(CC2=C(C1)F)C(CCl)=O)CO 1-(6-bromo-8-fluoro-3-(hydroxymethyl)-3,4-dihydroisoquinolin-2(1H)-yl)-2-chloroethan-1-one